CN1CCN(CC1)C1CCN(CC1)C1=CC=CC(=N1)OCC(F)(F)F 6-(4-(4-methylpiperazin-1-yl)piperidin-1-yl)-2-(2,2,2-trifluoroethoxy)pyridin